5-TERT-BUTYL-2-ETHOXYPHENYLBORONIC ACID C(C)(C)(C)C=1C=CC(=C(C1)B(O)O)OCC